thiapyrrole N=1SC=CC1